N-(1-Adamantylmethylsulfonyl)-4-[4-[1-[2-fluoro-4-(5-hydroxypyridin-3-yl)phenyl]ethyl]piperazin-1-yl]benzamide C12(CC3CC(CC(C1)C3)C2)CS(=O)(=O)NC(C2=CC=C(C=C2)N2CCN(CC2)C(C)C2=C(C=C(C=C2)C=2C=NC=C(C2)O)F)=O